2-cyanopyridine-4-boronic acid pinacol ester C(#N)C1=NC=CC(=C1)B1OC(C)(C)C(C)(C)O1